2-bromo-1-(4-fluoro-2-hydroxy-5-nitrophenyl)ethan-1-one Benzyl-4-[3-(hydroxymethyl)cyclobutoxy]piperidine-1-carboxylate C(C1=CC=CC=C1)OC(=O)N1CCC(CC1)OC1CC(C1)CO.BrCC(=O)C1=C(C=C(C(=C1)[N+](=O)[O-])F)O